5-chloro-7-((3R,4S)-3,4-difluoropyrrolidin-1-yl)-[1,2,4]triazolo[1,5-a]pyrimidine ClC1=NC=2N(C(=C1)N1C[C@H]([C@H](C1)F)F)N=CN2